4-(pyridin-2-yloxy)benzoic acid N1=C(C=CC=C1)OC1=CC=C(C(=O)O)C=C1